C(C)(C)(C)OC(=O)N1C[C@H](CC1)NC1=NC=2N(C(=C1)N(CC1=CC=C(C=C1)C1=NC=CC=C1)C(=O)OC(C)(C)C)N=CC2C2CC2.C(CC=C)C2=CC=CC1=CC=CC=C21 1-(3-butenyl)naphthalene tert-butyl-(S)-3-((7-((tert-butoxycarbonyl)(4-(pyridin-2-yl)benzyl)amino)-3-cyclopropylpyrazolo[1,5-a]pyrimidin-5-yl)amino)pyrrolidine-1-carboxylate